N-(3,4-dihydroxybenzyl)-2-((6-nitro-1H-benzo[d]imidazol-2-yl)thio)acetamide succinimidyl-diglycolate C1(CCC(N1C(C(=O)O)OCC(=O)O)=O)=O.OC=1C=C(CNC(CSC2=NC3=C(N2)C=C(C=C3)[N+](=O)[O-])=O)C=CC1O